OC1=C(C=CC=C1)C(C1=C(C=CC=C1)O)C(=O)C(C1=C(C=CC=C1)O)C1=C(C=CC=C1)O bis(2-hydroxyphenyl)methyl ketone